C(#N)C1=CC=C(COC2=NC=CC(=N2)C2=CC(=C(CC3=NC4=C(N3[C@@H]3COCC3(C)C)C=C(C=C4F)C(=O)O)C=C2F)F)C=C1 (S)-2-(4-(2-((4-cyanobenzyl)oxy)pyrimidin-4-yl)-2,5-difluorobenzyl)-1-(4,4-dimethyltetrahydrofuran-3-yl)-4-fluoro-1H-benzo[d]imidazole-6-carboxylic acid